P(=O)([O-])([O-])[O-].[Ca+2].P(=O)([O-])(O)O.[Ca+2] calcium phosphate Calcium phosphate